zirconium (IV) tetrakis(2-ethylhexanoate) C(C)C(C(=O)[O-])CCCC.C(C)C(C(=O)[O-])CCCC.C(C)C(C(=O)[O-])CCCC.C(C)C(C(=O)[O-])CCCC.[Zr+4]